di(4-ethoxy-2-nitrobenzyloxy)dimethylsilane C(C)OC1=CC(=C(CO[Si](C)(C)OCC2=C(C=C(C=C2)OCC)[N+](=O)[O-])C=C1)[N+](=O)[O-]